C1(CC1)NC(C([C@H](CCCNC(=N)N)NC([C@H]([C@@H](C)O)NC([C@H](CCC1=CC=CC=C1)NC(CCC1=CC=CC=C1)=O)=O)=O)=O)=O (S)-N-cyclopropyl-6-guanidino-3-((2S,3R)-3-hydroxy-2-((S)-4-phenyl-2-(3-phenylpropanamido)butanamido)butanamido)-2-oxohexanamide